1-(3-(3-(piperidinomethyl)phenoxy)propylamino)-5-pyridin-2-sulfenamido-1,3,4-thiadiazole N1(CCCCC1)CC=1C=C(OCCCNS2C=NN=C2NSC2=NC=CC=C2)C=CC1